6-(difluoromethyl)-N-methyl-5-(piperazin-1-yl)pyridin FC(C1=C(C=CCN1C)N1CCNCC1)F